4-bromo-1-ethylbenzo[d][1,2,3]triazol-5-amine BrC1=C(C=CC=2N(N=NC21)CC)N